[bis(trifluoromethyl)azaindenofluorenediylidene]bis(malononitrile) FC(F)(F)C=1C=C2C=3C=CC=CC3C=C2C=2C1C1=C(C(C(N=C1C2)=C(C#N)C#N)=C(C#N)C#N)C(F)(F)F